rel-(2S,6S)-4-(3-(5-(difluoromethyl)-1,3,4-thiadiazol-2-yl)-6-(N-(1-methylcyclopropyl)sulfamoyl)imidazo[1,5-a]pyridin-8-yl)-6-methylmorpholine-2-carboxamide FC(C1=NN=C(S1)C1=NC=C2N1C=C(C=C2N2C[C@H](O[C@H](C2)C)C(=O)N)S(NC2(CC2)C)(=O)=O)F |o1:18,20|